aminopropyl-triazabicyclodecene NCCCN1N=C(CCCCCCN1)C1=CCCCCCCCC1